NC1=CC=C(C=C1)N=C(N)C1=C(C=2N(N=C1)C=C(C2)C=2C=NC(=CC2)OC)NC2C1CC3CC(CC2C3)(C1)O N'-(4-aminophenyl)-4-((5-hydroxy-2-adamantyl)amino)-6-(6-methoxy-3-pyridyl)pyrrolo-[1,2-b]pyridazine-3-carboxamidine